BrC=1C(=C2C=NN(C2=C(C1)C(=O)O)COCC[Si](C)(C)C)OC 5-bromo-4-methoxy-1-{[2-(trimethylsilyl)ethoxy]Methyl}-1H-indazole-7-carboxylic acid